OC=1C(=CC(=C2C=CC=NC12)C)C(C=1C=NC=CC1)C(C(=O)N)CC ((8-hydroxy-5-methylquinolin-7-yl)(pyridin-3-yl)methyl)butanamide